4-(4-(3,3-difluorocyclobutyl)phenoxy)-1H-1,2,3-triazole-5-carboxylic acid FC1(CC(C1)C1=CC=C(OC=2N=NNC2C(=O)O)C=C1)F